CN(C1CN(CC1)C(=O)C=1C=C2C(=NNC2=CC1)C#CC1=C(C=CC=C1)F)C (3-(dimethylamino)pyrrolidin-1-yl)(3-((2-fluorophenyl)ethynyl)-1H-indazol-5-yl)methanone